C(#N)/C(/C(=O)OCC)=C(/CC1=CC=CC=C1)\O Ethyl (E)-2-cyano-3-hydroxy-4-phenylbut-2-enoate